Phenyl-4-aminobenzoate C1(=CC=CC=C1)OC(C1=CC=C(C=C1)N)=O